BrCC1=NN(C=C1)C1CC1 C3-(bromomethyl)-1-cyclopropyl-1H-pyrazole